N-(3-(1-(4-(trifluoromethyl)phenyl)-1H-pyrazol-4-yl)phenyl)piperidine-1-sulfonamide FC(C1=CC=C(C=C1)N1N=CC(=C1)C=1C=C(C=CC1)NS(=O)(=O)N1CCCCC1)(F)F